(2-((2-((1-(2-azaspiro[3.5]non-7-yl)-1H-pyrazol-4-yl)amino)-5-chloropyrimidin-4-yl)amino)phenyl)dimethylphosphine C1NCC12CCC(CC2)N2N=CC(=C2)NC2=NC=C(C(=N2)NC2=C(C=CC=C2)P(C)C)Cl